tert-butyl (2-(((2S,5R)-6-(benzyloxy)-7-oxo-1,6-diazabicyclo[3.2.1]octane-2-carboxamido)oxy)ethyl)carbamate C(C1=CC=CC=C1)ON1[C@@H]2CC[C@H](N(C1=O)C2)C(=O)NOCCNC(OC(C)(C)C)=O